C(C)C(C)CCCC.[Sn] tin 2-ethylhexane